FC([C@@H](COC)OC1=CC=CC(=N1)C#N)(F)F |r| (±)-6-((1,1,1-trifluoro-3-methoxypropan-2-yl)oxy)pyridinecarbonitrile